C(=O)=C(C(=O)O)CCN carbonyl-gamma-aminobutyric acid